Methyl (S)-2-(4-(6-((4-cyano-2-fluorobenzyl)oxy)pyridin-2-yl)-2-fluorobenzyl)-1-((1-(oxetan-3-yl)azetidin-2-yl)methyl)-1H-benzo[d]imidazole-6-carboxylate C(#N)C1=CC(=C(COC2=CC=CC(=N2)C2=CC(=C(CC3=NC4=C(N3C[C@H]3N(CC3)C3COC3)C=C(C=C4)C(=O)OC)C=C2)F)C=C1)F